N-(4-Hydroxy-3-methoxybenzyl)-4-(thiophen-2-yl)butanamide OC1=C(C=C(CNC(CCCC=2SC=CC2)=O)C=C1)OC